FC=1C=C2C=C(NC2=CC1OCC1=NOC=C1)CNC(=O)N1C[C@@H](CC1)C (R)-N-((5-fluoro-6-(isoxazol-3-ylmethoxy)-1H-indol-2-yl)methyl)-3-methylpyrrolidine-1-carboxamide